FC1=C2C(=CNC2=CC(=C1C1=CC=C(C=C1)C1OCCCC1)F)C(=O)NO 4,6-difluoro-N-hydroxy-5-(4-(tetrahydro-2H-pyran-2-yl)phenyl)-1H-indole-3-carboxamide